OC1=C(C=C(C(=O)C2(CC3(N4CCCC24)C(C2=CC=CC4=CC=CC3=C24)=O)C2=CC(=CC=C2)O)C=C1)OC (4-hydroxy-3-methoxybenzoyl)-1'-(3-hydroxyphenyl)-1',2',5',6',7',7a'-hexahydro-2H-spiro[acenaphthylene-1,3'-pyrrolizin]-2-one